(S)-4-(cyclopropylethynyl)-4-(1,1-difluoroethyl)-7-((4-methyl-6-oxopyrimidin-1(6H)-yl)methyl)-3,4-dihydroquinazolin C1(CC1)C#C[C@@]1(NC=NC2=CC(=CC=C12)CN1C=NC(=CC1=O)C)C(C)(F)F